Benzyl (2-((S)-5-oxo-1-(2,3,5-trifluorobenzyl)pyrrolidin-2-yl)acetyl)valinate O=C1CC[C@H](N1CC1=C(C(=CC(=C1)F)F)F)CC(=O)N[C@@H](C(C)C)C(=O)OCC1=CC=CC=C1